C(C1=CC=CC=C1)SCCCCCCCCBr benzyl-(8-bromooctyl)sulfane